tert-butyl (1S)-1-{2-[2-(2,6-dioxopiperidin-3-yl)-1-oxo-3H-isoindol-4-yl]ethynyl}-6-azaspiro[2.5]octane-6-carboxylate O=C1NC(CCC1N1C(C2=CC=CC(=C2C1)C#C[C@H]1CC12CCN(CC2)C(=O)OC(C)(C)C)=O)=O